NC1(CCCC1)COC1=NC2=C(C(=C(C=C2C(=N1)N1CC2CCC(C1)N2)Cl)C2=CC(=CC1=CC=CC=C21)O)F 4-(2-((1-aminocyclopentyl)methoxy)-4-(3,8-diazabicyclo[3.2.1]octan-3-yl)-6-chloro-8-fluoroquinazolin-7-yl)naphthalen-2-ol